(diphenyltriazinyl)(phenyldibenzofuranyl)pyridine C1(=CC=CC=C1)C1=C(C(=NN=N1)C=1C(=NC=CC1)C1=C(C=CC=2OC3=C(C21)C=CC=C3)C3=CC=CC=C3)C3=CC=CC=C3